NCC(O)C(=O)O isoserinic acid